(2-(2,6-dioxopiperidin-3-yl)-3-oxoisoindolin-5-yl)methyl (3-morpholinobicyclo[1.1.1]pentan-1-yl)carbamate O1CCN(CC1)C12CC(C1)(C2)NC(OCC=2C=C1C(N(CC1=CC2)C2C(NC(CC2)=O)=O)=O)=O